OC=1C=C(C=CC1)C1=NC=2C(=C3C(=NC2)N(C=C3)S(=O)(=O)C3=CC=CC=C3)N1[C@@H]1CC[C@H](CC1)C#N trans-4-(2-(3-hydroxyphenyl)-6-(phenylsulfonyl)imidazo[4,5-d]Pyrrolo[2,3-b]Pyridin-1(6H)-yl)cyclohexanecarbonitrile